BrC1=C2C=CC=C(C2=CC=C1)C=1C(=NC2=CC=CC=C2N1)C=1C=CC=2N(C3=CC=CC=C3C2C1)C1=CC=CC=C1 3-(3-(5-bromonaphthalen-1-yl)quinoxalin-2-yl)-9-phenyl-9H-carbazole